ClC1=NC=C2C=C(C(NC2=C1F)=O)C 7-chloro-8-fluoro-3-methyl-1H-1,6-naphthyridin-2-one